4-Bromo-9-chloro-3-(2-chloro-5-fluorophenyl)-2-[(4-methoxyphenyl)methyl]-2,3-dihydro-1H-pyrrolo[4,3-f]quinolin-1-one BrC1=C2C(=C3C(=CC=NC3=C1)Cl)C(N(C2C2=C(C=CC(=C2)F)Cl)CC2=CC=C(C=C2)OC)=O